(chloroformyl)bicyclo[2.2.2]octane-1-carboxylic acid methyl ester COC(=O)C12C(CC(CC1)CC2)C(=O)Cl